N-(7-Methoxy-4-phenyl-1H-benzoimidazol-2-yl)-2-morpholin-4-yl-isonicotinamide COC1=CC=C(C2=C1NC(=N2)NC(C2=CC(=NC=C2)N2CCOCC2)=O)C2=CC=CC=C2